(rac)-3,20-difluoro-14-methyl-10-[(methylsulfonyl)methyl]-13-oxa-5,7,18,25-tetraazatetracyclo[17.3.1.12,6.18,12]pentacosa-1(23),2(25),3,5,8(24),9,11,19,21-nonaene FC=1C=2C=3C=CC(=C(NCCC[C@H](OC4=CC(=CC(NC(=NC1)N2)=C4)CS(=O)(=O)C)C)C3)F |r|